C1(CCC(CC1)C(C)C)(C)OCCC 3-(1-menthoxy)propane